(E)-2-(3-(2-(pyridin-2-yl)vinyl)-1H-indazol-6-yl)aniline N1=C(C=CC=C1)/C=C/C1=NNC2=CC(=CC=C12)C1=C(N)C=CC=C1